CC1OC(CC(C1)C(=O)NC(C(=O)O)CCCCCCCC1=NC=2NCCCC2C=C1)C 2-(2,6-dimethyltetrahydro-2H-pyran-4-carboxamido)-9-(5,6,7,8-tetrahydro-1,8-naphthyridin-2-yl)nonanoic acid